benzyl 3-cyano-3-((trimethylsilyl)oxy)pyrrolidine-1-carboxylate C(#N)C1(CN(CC1)C(=O)OCC1=CC=CC=C1)O[Si](C)(C)C